BrC=1C=C(C2=C(N(C(N2)=O)C)C1)N1CCOCC1 6-bromo-1-methyl-4-morpholino-1,3-dihydro-2H-benzo[d]imidazol-2-one